Ethyl ((2-hydroxyphenyl)(phenyl)methyl)(phenyl)phosphinate OC1=C(C=CC=C1)C(C1=CC=CC=C1)P(OCC)(=O)C1=CC=CC=C1